1-(2-fluoro-4-(5-(2-(thiazol-2-yl)acetamido)-1,3,4-thiadiazol-2-yl)butyl)-N-(2-fluoro-5-(trifluoromethoxy)benzyl)-1H-1,2,3-triazole-4-carboxamide FC(CN1N=NC(=C1)C(=O)NCC1=C(C=CC(=C1)OC(F)(F)F)F)CCC=1SC(=NN1)NC(CC=1SC=CN1)=O